CN(CCOC1=CC(=C(C=C1)C1=NC=CC2=C1N=C(N=C2)NC2=CC=C(C=C2)N2CCNCC2)F)C 8-(4-(2-(dimethylamino)ethoxy)-2-fluorophenyl)-N-(4-(piperazin-1-yl)phenyl)pyrido[3,4-d]pyrimidin-2-amine